ClC1=CC(=C2C[C@@H]([C@H](C2=C1)OC1=C(C=CC=C1)C)N1C[C@@H](CCC1)N(C)C)C#N 4-[[(1S,2S)-6-chloro-4-cyano-2-[(3R)-3-(dimethylamino)piperidin-1-yl]-2,3-dihydro-1H-inden-1-yl]oxy]-3-methylbenzene